C(CCC)C(C(C(=O)O)=O)CC=CC1=CC=CC=C1 butylcinnamyl-pyruvic acid